C(C)(C)(C)OC(=O)N1[C@@H](CCCC1)CCN (S)-1-N-t-Butoxycarbonyl-2-(aminoethyl)piperidine